OC[C@H](C1=CC=CC=C1)NC1=CC(=NC=C1C1=NC(=NO1)C1=CC=NC=C1)NC1=CC=C2C(=N1)C(OB2O)(C)C (S)-5-((4-((2-hydroxy-1-phenylethyl)amino)-5-(3-(pyridin-4-yl)-1,2,4-oxadiazol-5-yl)pyridin-2-yl)amino)-3,3-dimethyl-[1,2]oxaborolo[4,3-b]pyridin-1(3H)-ol